6-Cyclopropanecarboxamido-4-[(3-methanesulfonyl-6-methylpyridin-2-yl)amino]-N-(2H3)methylpyridazine-3-carboxamide C1(CC1)C(=O)NC1=CC(=C(N=N1)C(=O)NC([2H])([2H])[2H])NC1=NC(=CC=C1S(=O)(=O)C)C